C1(CC1)C(=O)C=1N=C2N(N1)[C@@H](C[C@]2([2H])Cl)C2=CC=CC=C2 |r| cyclopropyl-[rac-(5S,7S)-7-chloro-7-deutero-5-phenyl-5,6-dihydropyrrolo[1,2-b][1,2,4]triazol-2-yl]methanone